tert-butyl-4-((4-((3-chloro-2-fluorophenyl) amino)-6-nitroquinazolin-7-yl)ethynyl)-4-methylpiperidine-1-carboxylate C(C)(C)(C)OC(=O)N1CCC(CC1)(C)C#CC1=C(C=C2C(=NC=NC2=C1)NC1=C(C(=CC=C1)Cl)F)[N+](=O)[O-]